FC1(C(C2=C(N(C=C2C(F)(F)F)C=2C=NC(=CC2)F)C1)O)F 5,5-difluoro-1-(6-fluoropyridin-3-yl)-3-(trifluoromethyl)-1,4,5,6-tetrahydrocyclopenta[b]pyrrol-4-ol